4-(4-fluorobenzyl)-1-(6-methyl-2-(pyrimidin-4-yl)nicotinoyl)piperidine-4-carbonitrile FC1=CC=C(CC2(CCN(CC2)C(C2=C(N=C(C=C2)C)C2=NC=NC=C2)=O)C#N)C=C1